[As].[Cd].[Pb] lead-cadmium-arsenic